tert-butyl 3-(2,4-diamino-4-oxo-butoxy)azetidine-1-carboxylate NC(COC1CN(C1)C(=O)OC(C)(C)C)CC(=O)N